2-(2-(1-chloropropoxy)-2-oxoethyl)phenyl propionate C(CC)(=O)OC1=C(C=CC=C1)CC(=O)OC(CC)Cl